C(CCCCC)C=1C=C2C(NC(C2=CC1)=O)=O 5-hexylisoindoline-1,3-dione